N1N=NC=C1CN1C(N(C(NC1=O)=NC1=CC2=CN(N=C2C=C1Cl)C)CC1=CC=C(C=C1)C1=CC=CC=C1)=O ((1H-1,2,3-triazol-5-yl)methyl)-1-([1,1-biphenyl]-4-ylmethyl)-6-((6-chloro-2-methyl-2H-indazol-5-yl)imino)-1,3,5-triazine-2,4-dione